N[C@H](C(=O)O)CCCNC(=O)N (S)-2-amino-5-ureido-pentanoic acid